nonanoyl-coenzyme A C(CCCCCCCC)(=O)SCCNC(CCNC([C@@H](C(COP(OP(OC[C@@H]1[C@H]([C@H]([C@@H](O1)N1C=NC=2C(N)=NC=NC12)O)OP(=O)(O)O)(=O)O)(=O)O)(C)C)O)=O)=O